C[C@@H]1CN(CCC1)CC1=C2C(=NC(=C1)C(=O)N)C1(CN2)CC1 7'-(((S)-3-methylpiperidin-1-yl)methyl)-1',2'-dihydrospiro[cyclopropane-1,3'-pyrrolo[3,2-b]pyridine]-5'-carboxamide